N[C@@H]1CN(CCCC1)C1=NC2=CC=C(C=C2C(=N1)C1=CC(=C(C#N)C=C1)F)C1=C(C=CC=C1C(F)(F)F)F (S)-4-(2-(3-Aminoazepan-1-yl)-6-(2-fluoro-6-(trifluoromethyl)phenyl)quinazolin-4-yl)-2-fluorobenzonitrile